N(C(=N)N)CC(=O)[O-].[Mg+2].NC=1SC(=C(N1)C(C)(C)O)Cl.N(C(=N)N)CC(=O)[O-] 2-(2-amino-5-chlorothiazol-4-yl)propan-2-ol Magnesium Guanidinoacetat